ClC=1C=C2C(=CC(=NC2=CC1)C(F)(F)F)NC1CCC(CC1)NC(=O)C=1SC2=C(C1)CCCC2 N-[(1s,4s)-4-{[6-chloro-2-(trifluoromethyl)quinolin-4-yl]amino}cyclohexyl]-4,5,6,7-tetrahydro-1-benzothiophene-2-carboxamide